CC1=C(C=CC=C1)C.FC1=CC=CC=C1 fluorobenzene compound with dimethylbenzene